7-(2-methoxyethyl)-2,7-diazaspiro[4.5]decane COCCN1CC2(CCNC2)CCC1